C(C)(C)(C)C1C=CC=CC1 4-tert-butyl-2,6-cyclohexadien